2-(((tert-butyldimethylsilyl)oxy)methyl)-5-((4-methoxybenzyl)thio)-1-methyl-1H-benzo[d]imidazole [Si](C)(C)(C(C)(C)C)OCC1=NC2=C(N1C)C=CC(=C2)SCC2=CC=C(C=C2)OC